2-[1-[(3,4-difluorophenyl)methyl]-5-oxo-3-phenylpyrrolidin-2-yl]-N-methylsulfonylacetamid FC=1C=C(C=CC1F)CN1C(C(CC1=O)C1=CC=CC=C1)CC(=O)NS(=O)(=O)C